O1CC(C1)C(C1COC1)[SiH](OC(C)=O)OC(C)=O di(oxetan-3-yl)methyldiacetoxysilane